1-methyl-2-hydroxycyclopentylamine CC1(C(CCC1)O)N